CC=1N=C(SC1C)C=O 4,5-dimethyl-1,3-thiazole-formaldehyde